FC1=CC=C(CC=2N=C3N(C(=NC=4C(=CC=CC34)OC)N)C2)C=C1 2-(4-fluorobenzyl)-7-methoxyimidazo[1,2-c]quinazolin-5-amine